(3R)-3-(dimethylamino)piperidine CN([C@H]1CNCCC1)C